NC1CCN(CC1)C=1C=C2C=C(N(C2=CC1)C1=CC=C(C#N)C=C1)C1=CC(=C(C=C1)OC)F 4-(5-(4-aminopiperidin-1-yl)-2-(3-fluoro-4-methoxyphenyl)-1H-indol-1-yl)benzonitrile